O1C(COC1)CC(F)(F)C1=CC=C(C=C1)C=1C=C(C(NC1C(F)(F)F)=O)C(=O)N 5-(4-(2-(1,4-Dioxolan-2-yl)-1,1-difluoroethyl)phenyl)-2-oxo-6-(trifluoromethyl)-1,2-dihydropyridine-3-carboxamide